(S)-2-(4-(4-((5-chloropyridin-2-yl)methoxy)-5-fluoropyrimidin-2-yl)-2,5-difluorobenzyl)-3-(oxetan-2-ylmethyl)-3H-imidazo[4,5-b]pyridine-5-carboxylic acid ClC=1C=CC(=NC1)COC1=NC(=NC=C1F)C1=CC(=C(CC2=NC=3C(=NC(=CC3)C(=O)O)N2C[C@H]2OCC2)C=C1F)F